N-(5-(5-(2-cyano-2-methylpropyloxy)benzo[d]oxazol-2-yl)-8-(methylamino)-2,7-naphthyridin-3-yl)cyclopropanecarboxamide C(#N)C(COC=1C=CC2=C(N=C(O2)C2=C3C=C(N=CC3=C(N=C2)NC)NC(=O)C2CC2)C1)(C)C